(E)-3-fluoro-2-((phenylsulfonyl)methyl)prop-2-en-1-amine F/C=C(\CN)/CS(=O)(=O)C1=CC=CC=C1